C(C)O[Si]([O-])([O-])[O-] ETHYLSILICATE